C(C)(C)NC(=O)[C@@H]1OB(OC(C1)=O)[C@H](CC(C)C)NC([C@H](CC1=CC=CC=C1)NC(=O)C1=NC=CN=C1)=O N-((S)-1-(((R)-1-((R)-4-(isopropylcarbamoyl)-6-oxo-1,3,2-dioxaborinan-2-yl)-3-methylbutyl)amino)-1-oxo-3-phenylpropan-2-yl)pyrazine-2-carboxamide